NC1=C(C(=NC=N1)C=1C(=C(C=C(C1)F)NC(C1=C(C=C(C=C1)C1CC1)F)=O)C)OCCN(C(\C=C\C)=O)C (E)-N-(3-(6-Amino-5-(2-(N-methylbut-2-enamido)ethoxy)pyrimidin-4-yl)-5-fluoro-2-methylphenyl)-4-cyclopropyl-2-fluorobenzamide